C(C)(C)(C)OC(=O)N1C[C@@H]([C@H](CC1)NC(=O)OCC1=CC=CC=C1)CO (3S,4S)-4-(((benzyloxy)carbonyl)amino)-3-(hydroxymethyl)piperidine-1-carboxylic acid tert-butyl ester